5-((cyclopropylmethoxy)methyl)-2-phenyl-N-(Tetrahydro-2H-pyran-4-yl)-1H-indol-7-amine C1(CC1)COCC=1C=C2C=C(NC2=C(C1)NC1CCOCC1)C1=CC=CC=C1